1-[4-(difluoromethoxy)-3-methoxy-phenyl]-3-methyl-5-oxo-4H-pyrazole-4-carboxamide FC(OC1=C(C=C(C=C1)N1N=C(C(C1=O)C(=O)N)C)OC)F